FC(C=1C=C(C=C(C1)C(F)(F)F)C(C(=O)N(C)C=1C(=CC(=NC1)[N+]1(CC[N+](CC1)(C)[O-])[O-])C1=C(C=CC=C1)C)(C)C)(F)F 1-(5-(2-(3,5-bis(trifluoromethyl)phenyl)-N,2-dimethylpropanamido)-4-(o-tolyl)pyridin-2-yl)-4-methylpiperazine 1,4-dioxide